4-(4-cyclopropyl-1H-imidazol-1-yl)-3-methylbenzofuran-2-carboxylic acid C1(CC1)C=1N=CN(C1)C1=CC=CC2=C1C(=C(O2)C(=O)O)C